CC1(N(CCC1)CCNC(=O)C=1C=C(C(=NC1)C)NC1=NN(C2=NC(=NC=C21)NC=2C=C(C=CC2)CC(=O)O)C)C 2-(3-((3-((5-((2-(2,2-dimethylpyrrolidin-1-yl)ethyl)carbamoyl)-2-methylpyridin-3-yl)amino)-1-methyl-1H-pyrazolo[3,4-d]pyrimidin-6-yl)amino)phenyl)-acetic acid